C(CC)SCCC propanyl sulfide